2-(4-azidophenyl)-3-(2-nitro-1-(4-(4,4,5,5-tetramethyl-1,3,2-dioxaborolan-2-yl)phenyl)ethyl)-1H-indole N(=[N+]=[N-])C1=CC=C(C=C1)C=1NC2=CC=CC=C2C1C(C[N+](=O)[O-])C1=CC=C(C=C1)B1OC(C(O1)(C)C)(C)C